BrC=1C(=NC=CC1)C=1OC2=C(C(N1)=O)C(=CC=C2)N2N=CC=C2 2-(3-bromopyridyl)-1H-5-pyrazolyl-4H-benzo-1,3-oxazin-4-one